4-({[5-(4-fluorophenyl)-1,3-oxazol-2-yl]methyl}sulfanyl)-1,3,5-triazin FC1=CC=C(C=C1)C1=CN=C(O1)CSC1=NC=NC=N1